CN1N=CC(=C1)C(C#N)(C)C1=CC=CC=C1 2-(1-methylpyrazol-4-yl)-2-phenyl-propanenitrile